(S)-ethyl 2-phenylpropanoate C1(=CC=CC=C1)[C@@H](C(=O)OCC)C